METHYL OCTA-4,7-DIENOATE C(CCC=CCC=C)(=O)OC